(3R)-N-(7-methoxy-6-{[2-(pyrrolidin-1-yl)ethoxy]methyl}-1H,2H,3H-cyclopenta[b]quinolin-9-yl)-1-methylpiperidin-3-amine COC1=CC=2C(=C3C(=NC2C=C1COCCN1CCCC1)CCC3)N[C@H]3CN(CCC3)C